2-(TRIFLUOROMETHYL)PYRIDINE-3-BORONIC ACID FC(C1=NC=CC=C1B(O)O)(F)F